N-methyl-N-(2-methyl-4-(4,4,5,5-tetramethyl-1,3,2-dioxaborolan-2-yl)phenyl)methanesulfonamide CN(S(=O)(=O)C)C1=C(C=C(C=C1)B1OC(C(O1)(C)C)(C)C)C